3-(dodecylthio)hexanal C(CCCCCCCCCCC)SC(CC=O)CCC